2-((2-(4-(chloromethyl)benzyl)-1,2,3,4-tetrahydroisoquinolin-6-yl)amino)-8-cyclopentyl-7-oxo-7,8-dihydropyrido[2,3-d]pyrimidine-6-carbonitrile ClCC1=CC=C(CN2CC3=CC=C(C=C3CC2)NC=2N=CC3=C(N2)N(C(C(=C3)C#N)=O)C3CCCC3)C=C1